BrC=1C(=C(C=CC1)C(C(=O)OC)CCS(=O)(=O)CCC#C)F Methyl 2-(3-bromo-2-fluorophenyl)-4-(but-3-yn-1-ylsulfonyl)butanoate